N-(4-(2-(3-Fluoro-4-methoxyphenyl)propyl)-6-(((R)-1-hydroxy-4-methylpentan-2-yl)amino)-1,3,5-triazin-2-yl)methanesulfonamide FC=1C=C(C=CC1OC)C(CC1=NC(=NC(=N1)N[C@@H](CO)CC(C)C)NS(=O)(=O)C)C